(S)-1-((S)-4-benzyl-2-(hydroxymethyl)piperazin-1-yl)-2-chloropropan-1-one C(C1=CC=CC=C1)N1C[C@H](N(CC1)C([C@H](C)Cl)=O)CO